COC(C[C@H]1C[C@@H]2[C@@H](OC3=C2C=C(C=C3)NS(=O)(=O)C3=CC(=CC=C3)OC)[C@H](O1)CO)=O 2-[(1R,3R,4aS,9aR)-1-(hydroxymethyl)-6-[(3-methoxyphenyl)sulfonylamino]-3,4,4a,9a-tetrahydro-1H-pyrano[3,4-b]benzofuran-3-yl]acetic acid methyl ester